5-[3-[3-[4-[4-amino-3-(4-phenoxyphenyl)pyrazolo[3,4-d]pyrimidin-1-yl]-1-piperidyl]azetidin-1-yl]azetidin-1-yl]-2-(2,6-dioxo-3-piperidyl)isoindoline-1,3-dione NC1=C2C(=NC=N1)N(N=C2C2=CC=C(C=C2)OC2=CC=CC=C2)C2CCN(CC2)C2CN(C2)C2CN(C2)C=2C=C1C(N(C(C1=CC2)=O)C2C(NC(CC2)=O)=O)=O